4-(2-{5-[(3R,5R)-3-amino-5-fluoropiperidine-1-carbonyl]-7-methoxy-1-methyl-1H-1,3-benzodiazol-2-yl}-1-(cyclopropylmethyl)-1H-pyrrolo[2,3-b]pyridin-6-yl)-2,3-dimethylphenol N[C@H]1CN(C[C@@H](C1)F)C(=O)C1=CC2=C(N(C(=N2)C2=CC=3C(=NC(=CC3)C3=C(C(=C(C=C3)O)C)C)N2CC2CC2)C)C(=C1)OC